C1(CC1)C=C1CC2=CC=CC=C2C=C1 2-(cyclopropylmethylene)naphthalene